S(=O)(=O)([O-])CCCN1CC=CC=C1 1-(3-Sulfonatopropyl)pyridine